(R)-1-((7-Cyano-2-(3'-(3-(((S)-1-hydroxybutan-2-ylamino)methyl)-1,7-naphthyridin-8-ylamino)-2,2'-dimethylbiphenyl-3-yl)benzo[d]oxazol-5-yl)methyl)-3-methylpyrrolidin C(#N)C1=CC(=CC=2N=C(OC21)C=2C(=C(C=CC2)C2=C(C(=CC=C2)NC=2N=CC=C1C=C(C=NC21)CN[C@H](CO)CC)C)C)CN2C[C@@H](CC2)C